(+)-Ethanol C(C)O